C(C)(C)(C)OC(=O)N1[C@H](C[C@@H](C1)CC1=CC(=NC=C1)C)C(=O)O (2R,4S)-1-(tert-Butoxycarbonyl)-4-((2-methylpyridin-4-yl)methyl)pyrrolidine-2-carboxylic acid